3-(2-methyl-5-(5-(4-(4-methylpiperazin-1-yl)piperidin-1-yl)pent-1-yn-1-yl)-4-oxoquinazolin-3(4H)-yl)piperidine-2,6-dione CC1=NC2=CC=CC(=C2C(N1C1C(NC(CC1)=O)=O)=O)C#CCCCN1CCC(CC1)N1CCN(CC1)C